BrC1=C(N=C2N1C=CC=C2)C2=C(C=C(C=C2)C)Br 3-bromo-2-(2-bromo-4-methylphenyl)imidazo[1,2-a]pyridine